C(CC)OC(=O)C1(CCC(CC1)(OCCC)OCCC)N n-Propyl-1-amino-4,4-dipropoxycyclohexancarboxylat